acryloyloxydodecyl-triiodosilane C(C=C)(=O)OCCCCCCCCCCCC[Si](I)(I)I